N[C@@H](CC(C)(C)C)C(=O)O tert-butylalanine